O=C1NC(CCC1N1C(C2=CC=C(C(=C2C1)F)N1CCC(CC1)C1C(CN(CC1)C(=O)OCC1=CC=CC=C1)F)=O)=O benzyl 1'-[2-(2,6-dioxopiperidin-3-yl)-4-fluoro-1-oxo-3H-isoindol-5-yl]-3-fluoro-[4,4'-bipiperidine]-1-carboxylate